(S)-6-oxopiperidine-2-carboxylic acid methyl ester COC(=O)[C@H]1NC(CCC1)=O